ClC1=CC=C(C=C1)C1=C(C=CC=C1)[N+]#[C-] 4'-chloro-2-isocyano-1,1'-biphenyl